N-(5-cyclopropylisoxazol-3-yl)-3-((7-(5-methyl-1,2,4-oxadiazol-3-yl)isoquinolin-1-yl)amino)propenamide C1(CC1)C1=CC(=NO1)NC(C=CNC1=NC=CC2=CC=C(C=C12)C1=NOC(=N1)C)=O